2-amino-4-methoxy-6-(1-methyl-1H-pyrazol-4-yl)pyrazolo[1,5-a]pyridine-3-carbonitrile NC1=NN2C(C(=CC(=C2)C=2C=NN(C2)C)OC)=C1C#N